C(C)(C)OC(=O)C=1C(=NC=2N(C1)C=C(N2)C21COC(C2)(C1)CF)OC(C)C 2-(1-(fluoromethyl)-2-oxabicyclo[2.1.1]hex-4-yl)-7-isopropoxylimidazo[1,2-a]pyrimidine-6-carboxylic acid isopropyl ester